O=C1NC2=CC=CC=C2C=C1C=O 2-OXO-1,2-DIHYDRO-QUINOLINE-3-CARBALDEHYDE